ClC1=NC=C2N(C(N(C2=N1)CC1=CC=C(C=C1)C=1N(C=C(N1)C(F)(F)F)C1CCC1)=N)CC(F)(F)F 2-chloro-9-[[4-[1-cyclobutyl-4-(trifluoromethyl)imidazol-2-yl]phenyl]methyl]-7-(2,2,2-trifluoroethyl)purin-8-imine